N-((R)-(2-((S)-amino((1R,3s,5S)-6,6-difluorobicyclo[3.1.0]hexan-3-yl)methyl)-1H-benzo[d]imidazol-6-yl)(cyclopropyl)methyl)-2-(3,3-difluorocyclobutyl)acetamide hydrogen chloride Cl.N[C@H](C1=NC2=C(N1)C=C(C=C2)[C@H](NC(CC2CC(C2)(F)F)=O)C2CC2)C2C[C@H]1C([C@H]1C2)(F)F